3-(2,2-dimethyl-5-oxopyrrolidin-1-yl)propanoic acid CC1(N(C(CC1)=O)CCC(=O)O)C